6-[2-amino-9-[(4-amino-2,6-difluoro-phenyl)methyl]Purin-6-yl]Pyridine NC1=NC(=C2N=CN(C2=N1)CC1=C(C=C(C=C1F)N)F)C1=CC=CC=N1